(1S,3R,4S)-N-((S)-1-cyano-2-((R)-2-oxopiperidin-3-yl)ethyl)-5,5-difluoro-2-(4-methoxy-1H-indole-2-carbonyl)-2-azabicyclo[2.2.2]octane-3-carboxamide C(#N)[C@H](C[C@@H]1C(NCCC1)=O)NC(=O)[C@@H]1N([C@@H]2CC([C@H]1CC2)(F)F)C(=O)C=2NC1=CC=CC(=C1C2)OC